7-chloro-2-(dimethylamino)-9H-indeno[2,1-d]pyrimidin-9-one ClC1=CC=2C(C=3N=C(N=CC3C2C=C1)N(C)C)=O